6-amino-8-ethoxy-4-methyl-1H-quinolin-2-one NC=1C=C2C(=CC(NC2=C(C1)OCC)=O)C